tert-butyl {[(2R,4S)-2,6-dimethyl-3,4-dihydro-2H-pyrano[3,2-b]pyridin-4-yl]methyl}carbamate C[C@@H]1C[C@H](C2=NC(=CC=C2O1)C)CNC(OC(C)(C)C)=O